N1=CN=C(C2=C1NC=C2)NCCN(S(=O)(=O)C2=C(C(=C(C(=C2F)F)F)F)F)C (2-((7H-pyrrolo[2,3-d]pyrimidin-4-yl)amino)ethyl)-2,3,4,5,6-pentafluoro-N-methylbenzenesulfonamide